FC1=CC=CC(=N1)C1=NN=C(S1)N 5-(6-fluoropyridin-2-yl)-1,3,4-thiadiazol-2-amine